IC1CCC2=C(N(C1=O)C([2H])([2H])[2H])C=CC(=C2)S(=O)(=O)C 3-iodo-1-trideuteriomethyl-7-(methylsulfonyl)-4,5-dihydro-1H-benzo[b]azepin-2(3H)-one